C(#N)C=1N=C2C(=CC(N(C2=CC1)C)=O)N1C[C@H](N(C[C@@H]1C)C(C(=O)NC1CCCC1)C)C 2-((2r,5s)-4-(6-cyano-1-methyl-2-oxo-1,2-dihydro-1,5-naphthyridin-4-yl)-2,5-dimethylpiperazin-1-yl)-N-cyclopentylpropanamide